4-(3-methylpyridin-4-yl)-N-(pyridin-4-ylmethyl)-benzenesulfonamide CC=1C=NC=CC1C1=CC=C(C=C1)S(=O)(=O)NCC1=CC=NC=C1